FC=1C=C(C=C(C1)F)[C@@H]1CC=NN1C(=O)N1CCN(CC1)C1=NC=C(C(=N1)C(=O)Cl)F (S)-2-(4-(5-(3,5-difluorophenyl)-4,5-dihydro-1H-pyrazole-1-carbonyl)piperazin-1-yl)-5-fluoropyrimidine-4-carbonyl chloride